C(C)(C)(C)OC1=CC=C(C=C1)C[C@@H](C(=O)NO)N1N=NC(=C1)CNS(=O)(=O)C=1SC(=CC1)C1=NC=CC=C1 (2S)-3-(4-tert-butoxyphenyl)-2-[4-[[[5-(2-pyridyl)-2-thienyl]sulfonylamino]methyl]triazol-1-yl]propanehydroxamic acid